2-Bromo-3-(4-bromo-5-hydroxy-1-benzofuran-2-yl)-3-oxopropanoate BrC(C(=O)[O-])C(=O)C=1OC2=C(C1)C(=C(C=C2)O)Br